[4-[1-[2-[4-[2-[3-[3-[3-amino-6-(2-hydroxyphenyl)pyridazin-4-yl]-3,8-diazabicyclo[3.2.1]octan-8-yl]phenoxy]ethyl]piperazin-1-yl]-2-oxo-ethyl]-4-piperidyl]phenoxy]piperidine-2,6-dione NC=1N=NC(=CC1N1CC2CCC(C1)N2C=2C=C(OCCN1CCN(CC1)C(CN1CCC(CC1)C1=CC=C(ON3C(CCCC3=O)=O)C=C1)=O)C=CC2)C2=C(C=CC=C2)O